methyl 2-bromo-5-ethyl-thiophene-3-carboxylate BrC=1SC(=CC1C(=O)OC)CC